FC(OC=1C=C(C=CC1)C1=NN(C=2C1=NC=C(C2)C(=O)NC(C)(C(C)O)C)C(C)C)F 3-(3-(difluoromethoxy)phenyl)-N-(3-hydroxy-2-methylbutan-2-yl)-1-isopropyl-1H-pyrazolo[4,3-b]pyridine-6-carboxamide